1-(2-(3,8-diazabicyclo[3.2.1]oct-8-yl)-7,8-dihydro-1,6-naphthyridin-6(5H)-yl)-2,2-difluoro-2-phenylethan-1-one C12CNCC(CC1)N2C2=NC=1CCN(CC1C=C2)C(C(C2=CC=CC=C2)(F)F)=O